IC1=CC(=NC=C1)N 4-iodopyridin-2-amine